C(C)(C)(C)C1NC(N(C1=O)C1CC2(CC(C2)OC2=NC=CC=C2C(=O)N)C1)=O 2-{[(αR)-6-(4-tert-butyl-2,5-dioxoimidazolidin-1-yl)spiro[3.3]heptan-2-yl]oxy}pyridine-3-carboxamide